CCCCOC1=CC=CC=C1 N-butyl phenyl ether